ONC(CCCCCCC(=O)NC1=CC=CC=C1)=O N'-hydroxy-N-phenyloctanediamide